C(C)(C)(C)OC(=O)N1C(CCC=C1)C1=CNC2=CN=CC=C21 (1H-pyrrolo[2,3-c]pyridin-3-yl)-3,4-dihydropyridine-1(2H)-carboxylic acid tert-butyl ester